Methyl (R)-3-(3-(2,5-difluorophenoxy)pyrrolidine-1-carbonyl)bicyclo[1.1.1]-pentane-1-carboxylate FC1=C(O[C@H]2CN(CC2)C(=O)C23CC(C2)(C3)C(=O)OC)C=C(C=C1)F